1-((((R)-1-(2-chlorophenyl)-2-oxocyclohexyl)(methyl)carbamoyl)oxy)ethyl acetylglycinate C(C)(=O)NCC(=O)OC(C)OC(N(C)[C@@]1(C(CCCC1)=O)C1=C(C=CC=C1)Cl)=O